C1=CC=CC=2C3=CC=CC=C3C(C12)COC(=O)N[C@@H](CCCCNC(=O)OC(C)(C)C)C(=O)N[C@@H](CCCCNC(=O)OC(C)(C)C)C(=O)OCC1=CC=CC=C1 benzyl N2-(N2-(((9H-fluoren-9-yl)methoxy)carbonyl)-N6-(tert-butoxycarbonyl)-L-lysyl)-N6-(tert-butoxycarbonyl)-L-lysinate